1-dodecanoyl-2-heneicosanoyl-glycero-3-phosphoserine C(CCCCCCCCCCC)(=O)OCC(OC(CCCCCCCCCCCCCCCCCCCC)=O)COP(=O)(O)OC[C@H](N)C(=O)O